CN1CS(OC=C1)(=O)=O 4-methyl-1,2,4-oxathiazine-2,2-dioxide